N1C=C(C2=CC=CC=C12)C(=O)C1=C(C=CC(=C1)[N+](=O)[O-])S(=O)(=O)NN (1H-Indole-3-carbonyl)-4-nitrobenzenesulfonohydrazide